2-propyl-octahydro-2H-pyrazino[1,2-a]pyrazine C(CC)N1CC2N(CC1)CCNC2